NC1CN(C1)C=1C=C(C=2N(C1)C(=NC2)C)C2=C(C(=O)N(C(C)C)CC)C=C(C=C2)F 2-[6-(3-aminoazetidin-1-yl)-3-methylimidazo[1,5-a]pyridin-8-yl]-N-ethyl-5-fluoro-N-(isopropyl)benzamide